N-Phenethylpiperidine-1-carboxamide C(CC1=CC=CC=C1)NC(=O)N1CCCCC1